5-(2-((3-(trifluoromethyl)phenyl)amino)pyrimidin-4-yl)thiazol-2-amine FC(C=1C=C(C=CC1)NC1=NC=CC(=N1)C1=CN=C(S1)N)(F)F